tert-Butyl (3R)-3-vinylpyrrolidine-1-carboxylate C(=C)[C@@H]1CN(CC1)C(=O)OC(C)(C)C